(±)-Ethyl-3-(6-(4-chloropiperidin-1-yl)-9H-purin-9-yl)-4-hydroxytetrahydrothiophene-3-carboxylate C(C)OC(=O)C1(CSCC1O)N1C2=NC=NC(=C2N=C1)N1CCC(CC1)Cl